(Z)-1-(4-amino-2-fluorobut-2-en-1-yl)-N-methoxy-4-(3-(pyrrolidin-1-ylsulfonyl)phenyl)-1H-benzo[d][1,2,3]triazole-6-carboxamide NC\C=C(\CN1N=NC2=C1C=C(C=C2C2=CC(=CC=C2)S(=O)(=O)N2CCCC2)C(=O)NOC)/F